1-prop-2-enoxy-2,2-bis(prop-2-enoxymethyl)butane C(C=C)OCC(CC)(COCC=C)COCC=C